3-bromo-2-nitro-1H-pyrrole BrC1=C(NC=C1)[N+](=O)[O-]